5-{8-fluoro-6-hydroxy-2-[2-(piperazin-1-yl)ethyl]-1,2,3,4-tetrahydroisoquinolin-7-yl}-1λ6,2,5-thiadiazolidine-1,1,3-trione FC=1C(=C(C=C2CCN(CC12)CCN1CCNCC1)O)N1CC(NS1(=O)=O)=O